5-(8-((7-ethyl-6-oxo-5,6-dihydro-1,5-naphthyridin-3-yl)methyl)-5,8-diazaspiro[3.5]nonan-5-yl)-N-methylpicolinamide C(C)C=1C(NC=2C=C(C=NC2C1)CN1CCN(C2(CCC2)C1)C=1C=CC(=NC1)C(=O)NC)=O